C(CCCCCCCCCN)N 1,10-decane-diamine